C(C1=CC=CC=C1)OC1=C(N(N=C1C)CCC)C=1OC(=C(N1)N1N=C(C=2C1=CN=C(C2)C)C(NCC2=C(C=C(C=C2)OC)OC)=O)C(=O)OCC ethyl 2-(4-benzyloxy-5-methyl-2-propyl-pyrazol-3-yl)-4-[3-[(2,4-dimethoxyphenyl)methylcarbamoyl]-5-methyl-pyrazolo[3,4-c]pyridin-1-yl]oxazole-5-carboxylate